3-(2-aminobenzoxazol-5-yl)-1-isopropyl-N*6*-methyl-1H-pyrazolo[3,4-d]pyrimidine-4,6-diamine NC=1OC2=C(N1)C=C(C=C2)C2=NN(C1=NC(=NC(=C12)N)NC)C(C)C